4-bromo-1-(oxetan-3-ylmethyl)-1H-pyrazole BrC=1C=NN(C1)CC1COC1